tetramethyl-di(triethoxysilylethyl)disilazane C[Si](N[Si](CC[Si](OCC)(OCC)OCC)(CC[Si](OCC)(OCC)OCC)C)(C)C